1-ethyl-3-((1R,2R)-2-methyl-2-(trifluoromethyl)cyclopropyl)-1-((S)-2,2,2-trifluoro-1-(5-methoxy-4-(8-methoxyimidazo[1,2-a]pyrazin-6-yl)pyridin-2-yl)ethyl)urea C(C)N(C(=O)N[C@H]1[C@@](C1)(C(F)(F)F)C)[C@H](C(F)(F)F)C1=NC=C(C(=C1)C=1N=C(C=2N(C1)C=CN2)OC)OC